C[C@@H]1OC([C@@H](NC1=O)CCC(=O)O)=O 3-[(3S,6S)-6-methyl-morpholine-2,5-dione-3-yl]propionic acid